2-(hydroxymethyl)-5-methylpiperazine-1,4-dicarboxylate OCC1N(CC(N(C1)C(=O)[O-])C)C(=O)[O-]